1-(3-fluoro-4-methoxyphenyl)-1-(4-morpholinophenyl)prop-2-yn-1-ol FC=1C=C(C=CC1OC)C(C#C)(O)C1=CC=C(C=C1)N1CCOCC1